BrC=1C(=C(C(=CC1)C(=O)N)C(=O)N)F p-bromofluorobenzenebisamide